1-{[2-(2-aminoethoxy)naphthalen-1-yl]methyl}naphthalen-2-ol hydrochloride Cl.NCCOC1=C(C2=CC=CC=C2C=C1)CC1=C(C=CC2=CC=CC=C12)O